CCCCC[C@H](/C=C/C=C\\CCCCCCCC(=O)O)O The molecule is a 13-HODE in which the stereocentre at position 13 has S-configuration. It is a conjugate acid of a 13(R)-HODE(1-).